FC=1C=C(C=CC1F)C1(CC1)C(=O)NC=1C=CC(=C(C(=O)OC)C1)C=1C=NC(=CC1)C(CC)(F)F Methyl 5-({[1-(3,4-difluorophenyl) cyclopropyl]carbonyl}amino)-2-[6-(1,1-difluoropropyl) pyridin-3-yl]benzoate